dichlorodimethyl-tin Cl[Sn](C)(C)Cl